(1S,2S)-1-(2-cyano-4,5-difluorophenyl)-1-(1-methyl-1H-pyrazol-4-yl)propan C(#N)C1=C(C=C(C(=C1)F)F)[C@H](CC)C=1C=NN(C1)C